1-(2-(7H-pyrrolo[2,3-d]pyrimidine-4-carbonyl)-2-azaspiro[3.3]heptan-6-yl)-3-(3-(trifluoromethyl)phenyl)urea N1=CN=C(C2=C1NC=C2)C(=O)N2CC1(C2)CC(C1)NC(=O)NC1=CC(=CC=C1)C(F)(F)F